6-(4-{[5-Cyclopropyl-3-(2,6-dichlorophenyl)isoxazol-4-yl]methoxy}piperidin-1-yl)-1-methyl-1H-indole-3-carboxylic Acid C1(CC1)C1=C(C(=NO1)C1=C(C=CC=C1Cl)Cl)COC1CCN(CC1)C1=CC=C2C(=CN(C2=C1)C)C(=O)O